COC=1C=C(C=C2CCN(CC12)C)C=1N=C2C(=NC1)NC=C2 8-Methoxy-2-methyl-6-(5H-pyrrolo[2,3-b]pyrazin-2-yl)-1,2,3,4-tetrahydroisoquinoline